FC1=C(C=CC=C1)C1(CC1)NCC(=O)N1CC2CCC(C1)N2C2=NC=C(C#N)C=C2 6-(3-((1-(2-fluorophenyl)cyclopropyl)glycyl)-3,8-diazabicyclo[3.2.1]octan-8-yl)nicotinonitrile